(E)-4-(4-fluorophenyl)-2-hydrazono-3-oxobutanoic acid ethyl ester C(C)OC(/C(/C(CC1=CC=C(C=C1)F)=O)=N/N)=O